6-[[(2R,3S,4R,5S)-3-(3,4-Difluoro-2-methoxy-phenyl)-4,5-dimethyl-5-(trifluoromethyl)tetrahydrofuran-2-carbonyl]amino]pyridin-2-carboxamid FC=1C(=C(C=CC1F)[C@H]1[C@@H](O[C@@]([C@@H]1C)(C(F)(F)F)C)C(=O)NC1=CC=CC(=N1)C(=O)N)OC